C(C)N(CC(C)OC1=C(C=NN1C)C=1C=C2C(=CN1)N(N=C2C#C)C2OCCCC2)CC2=C(C(=NN2CCO)OC(C)C)I 2-{5-({ethyl[2-({4-[3-ethynyl-1-(oxan-2-yl)-1H-pyrazolo[3,4-c]pyridin-5-yl]-1-methyl-1H-pyrazol-5-yl}oxy)propyl]amino}methyl)-4-iodo-3-[(propan-2-yl)oxy]-1H-pyrazol-1-yl}ethan-1-ol